NC(C)C1CCC(CC1)N1N=C(C(=C1)NC(OC(C)(C)C)=O)C(F)F Tert-butyl N-[1-[4-(1-aminoethyl)cyclohexyl]-3-(difluoromethyl)pyrazol-4-yl]carbamate